4-(2-Methoxyethoxy)-2-nitrobenzoic acid methyl ester COC(C1=C(C=C(C=C1)OCCOC)[N+](=O)[O-])=O